tert-butyl (S)-3-(4-bromophenyl)piperidine-1-carboxylate BrC1=CC=C(C=C1)[C@H]1CN(CCC1)C(=O)OC(C)(C)C